2-amino-2-(4-chlorophenyl)ethanol tert-butyl-((S)-4-((S)-6-chloro-3,4-dihydro-2H-benzo[b][1,4]oxazine-2-carboxamido)-2-hydroxybicyclo[2.2.2]octan-1-yl)carbamate C(C)(C)(C)N(C(=O)OCC(C1=CC=C(C=C1)Cl)N)C12[C@H](CC(CC1)(CC2)NC(=O)[C@@H]2CNC1=C(O2)C=CC(=C1)Cl)O